C(#N)C=1C=C(C=CC1F)C1CCN2C(=C(C(=C12)C(C(=O)NC1(CC(C1)(F)F)C=1N=NNC1)=O)C)C(=O)N (3-cyano-4-fluorophenyl)-7-(2-((3,3-difluoro-1-(1H-1,2,3-triazol-4-yl)cyclobutyl)amino)-2-oxoacetyl)-6-methyl-2,3-dihydro-1H-pyrrolizine-5-carboxamide